N-butyryl-N-butyldodecylammonium C(CCC)(=O)[NH+](CCCC)CCCCCCCCCCCC